FC(C(C(C(=O)[O-])(F)F)(F)F)(F)F.C(CCC)N1C=[N+](C=C1)C 1-Butyl-3-methylimidazolium Heptafluorobutyrate